C(C)(C)(C)OC(C1=C(C=C(C=C1)NC(=O)C=1N(C(=CN1)Br)C)Cl)=O 4-(5-bromo-1-methyl-imidazole-2-carboxamido)-2-chlorobenzoic acid tert-butyl ester